Methyl 3-(7-((tert-butyldimethylsilyl)oxy)-6-methoxy-1,3-dioxo-1,3-dihydro-2H-benzo[4,5]thieno[2,3-c]pyrrol-2-yl)propanoate [Si](C)(C)(C(C)(C)C)OC=1C(=CC2=C(C3=C(C(N(C3=O)CCC(=O)OC)=O)S2)C1)OC